CN1CCC2=C(CCC1)C=C(C(=C2)[N+](=O)[O-])NC(C)=O N-(3-methyl-9-nitro-1,2,3,4,5,6-hexahydrobenzo[d]azocin-8-yl)acetamide